(3R,8R*)-tert-butyl 8-((2,2-difluoroethoxy)methyl)-11,11-difluoro-8-hydroxy-3-methyl-3,4,8,9,10,11-hexahydro-1H-pyrido[4',3':3,4]pyrazolo[1,5-a]azepine-2(7H)-carboxylate FC(COC[C@]1(CCC(C=2N(C1)N=C1C2CN([C@@H](C1)C)C(=O)OC(C)(C)C)(F)F)O)F |o1:5|